FC1=C(C=C(C(=C1)F)F)Br 2,4,5-trifluoro-bromobenzene